ethyl 3-hydroxy-4,4-dimethylpentanoate OC(CC(=O)OCC)C(C)(C)C